FC(C=1C=C2C(=CNC2=CC1)C[C@@H](C)NC(OC(C)(C)C)=O)(F)F tert-butyl (R)-(1-(5-(trifluoromethyl)-1H-indol-3-yl)propan-2-yl)carbamate